C(C)(C)(C)OC(NC1=CC=C2C(=N1)CCC(CC2=O)(C)C)=O (7,7-dimethyl-5-oxo-5,7,8,9-tetrahydrocyclohepta[4,3-b]pyridin-2-yl)carbamic acid tert-butyl ester